C(C)(C)(C)OC(=O)N1CCN(CC1)CC1=CC(=NC(=C1)Br)Br.C(C(=C)C)(=O)OCCC[Si](CC)(CC)CC 3-methacryloxypropyl-triethyl-silane tert-Butyl-4-((2,6-dibromopyridin-4-yl)methyl)piperazine-1-carboxylate